[Nd].C(CCCCC)OP(OCCCCCC)=O.BrCC1=CC=C(C=C1)N1N=CC(=C1)OC(F)(F)F 1-[4-(Bromomethyl)phenyl]-4-(trifluoromethoxy)pyrazole di(n-hexyl)phosphonate neodymium